CC1(CN(C1)C=1C=NNC(C1C(F)(F)F)=O)C (R)-3,3-dimethyl-1-(6-oxo-5-(trifluoromethyl)-1,6-dihydropyridazin-4-yl)azetidin